ClC=1N=CC2=C(C=CC(=C2C1)C(C)C)C#CC(C)(O)C 4-(3-chloro-5-isopropylisoquinolin-8-yl)-2-methylbut-3-yn-2-ol